C1=NC(=C2C(=N1)N(C=N2)C3C(C(C(O3)CO)O)O)N arabinosyl-adenine